ClC=1C=C(NC2(CCC3(C(=CC4=CC=CC=C34)C3=CC(=CC=C3)OCC)CC2)C(=O)O)C=CC1 (1s,4s)-4-(3-chloroanilino)-2'-(3-ethoxyphenyl)spiro[cyclohexane-1,1'-indene]-4-carboxylic acid